2-[(3S)-oxan-3-yl]quinazolin O1C[C@@H](CCC1)C1=NC2=CC=CC=C2C=N1